2-(phenylcarbonylthio)propionic acid C1(=CC=CC=C1)C(=O)SC(C(=O)O)C